2-(methoxymethyl)-4-oxo-butanoic acid COCC(C(=O)O)CC=O